N[C@@H]1[C@H](OCCC1)C1=C(C2=NC(=CC(=C2N1C(F)F)NCC=1SC=CC1)Cl)Cl 2-((2s,3s)-3-aminotetrahydro-2H-pyran-2-yl)-3,5-dichloro-1-(difluoromethyl)-N-(thiophen-2-ylmethyl)-1H-pyrrolo[3,2-b]pyridin-7-amine